C(#N)C=1C=C(C=CC1F)NC(=O)C1=C(N(C(=C1C)C(C(NC1COCC1)=O)=O)C)C (3-cyano-4-fluorophenyl)-1,2,4-trimethyl-5-(2-oxo-2-((tetrahydrofuran-3-yl)amino)acetyl)-1H-pyrrole-3-carboxamide